(R)-N-(2-fluoro-3-hydroxy-3-methylbutyl)-2-(2-fluorophenyl)-7-(isopropylamino)pyrazolo[1,5-a]pyrimidine-6-carboxamide F[C@H](CNC(=O)C=1C=NC=2N(C1NC(C)C)N=C(C2)C2=C(C=CC=C2)F)C(C)(C)O